4-(4-methoxy-4-(trifluoromethyl)piperidin-1-yl)-2-methylaniline COC1(CCN(CC1)C1=CC(=C(N)C=C1)C)C(F)(F)F